The molecule is the organic sodium and potassium salt of L-tartaric acid (mol ratio 1:1:1). It has a role as a laxative. It is a potassium salt and an organic sodium salt. It contains a L-tartrate(2-). [C@@H]([C@H](C(=O)[O-])O)(C(=O)[O-])O.[Na+].[K+]